C(CC(O)(C(=O)O)CC(=O)O)(=O)O.FC1=CC=C(S1)CC[C@@]1(CN(CC1)C(C)(C)C=1C=NC(=CC1)C)CNS(=O)(=O)NC1=CC=C(C=C1)F |o1:21| (R or S)-((3-(2-(5-fluoro-thiophen-2-yl)ethyl)-1-(2-(6-methylpyridin-3-yl)propan-2-yl)pyrrolidin-3-yl)methyl)sulfamoyl-4-fluorophenylamine citrate